BrC1=CC=C(C=C1)/C=C/C(=O)OC1=CC=C(\C=N\C(C(=O)O)C(C)C)C=C1 2-((E)-((E)-4-((E)-3-(4-bromophenyl)acryloyloxy)benzylidene)amino)-3-methylbutanoic acid